ClC1=CC=C(C=C1)C1=CC(=NC(=N1)C=1C=NC=CC1)NCC=1C=NC=CC1 6-(4-chlorophenyl)-2-(pyridin-3-yl)-N-(pyridin-3-ylmethyl)pyrimidin-4-amine